((S)-5-methyl-2-(2-(1-methylpiperidin-4-yl)benzo[d]thiazol-5-yl)piperidin-1-yl)-N-(6-methyl-5-(oxetan-3-yl)pyridin-3-yl)-2-oxoacetamide CC1CC[C@H](N(C1)C(C(=O)NC=1C=NC(=C(C1)C1COC1)C)=O)C=1C=CC2=C(N=C(S2)C2CCN(CC2)C)C1